3,4-dihydroxyl-cinnamamide OC=1C=C(C=CC(=O)N)C=CC1O